ethyl (4-benzamidopentan-2-yl) carbonate C(OCC)(OC(C)CC(C)NC(C1=CC=CC=C1)=O)=O